Hexane-2-carboxylic acid methyl ester hydrochloride Cl.COC(=O)C(C)CCCC